O=C1NC(CCC1NC1=CC=C(C=C1)C1C(CN(CC1)CC1=C2CCN(CC2=CC=C1)C(=O)OC(C)(C)C)(F)F)=O tert-butyl 5-[[4-[4-[(2,6-dioxo-3-piperidyl)amino]phenyl]-3,3-difluoro-1-piperidyl]methyl]-3,4-dihydro-1H-isoquinoline-2-carboxylate